S(=O)(=O)(OCCCCCCCCCCCCCCCCCCCCCC)[O-] behenyl sulphate